FC(COC(CCO)O)F (2,2-difluoroethoxy)propane-1,3-diol